N-[rac-(2R,3S)-1-[(1-Acetyl-1H-indol-4-yl)-methyl]-2-(2,3-dihydro-[1,4]benzodioxin-6-yl)-pyrrolidin-3-yl]-cyclopropanesulfonic acid amide C(C)(=O)N1C=CC2=C(C=CC=C12)CN1[C@@H]([C@H](CC1)NS(=O)(=O)C1CC1)C1=CC2=C(OCCO2)C=C1 |r|